C(CCC)N1C[C@@H]2[C@@H](N3CC(NC=4C=CC=C2C34)=O)CC1 (6bR,10aS)-8-butyl-6b,7,8,9,10,10a-hexahydro-1H-pyrido[3',4':4,5]pyrrolo[1,2,3-de]quinoxalin-2(3H)-one